C1(CC1)S(=O)(=O)[C@@H]1C[C@H](N(C1)C(=O)OC(C)(C)C)C(=O)OC 1-(tert-butyl) 2-methyl (2S,4R)-4-(cyclopropylsulfonyl)pyrrolidine-1,2-dicarboxylate